C(C=C)NC1=C(C#N)C=C(C=C1)C1=NC(=NO1)C1=CC2=C(NC(O2)=O)C=C1 2-(allylamino)-5-(3-(2-oxo-2,3-dihydrobenzo[d]oxazol-6-yl)-1,2,4-oxadiazol-5-yl)benzonitrile